3,9-diaza-bicyclo[4.2.1]nonane C12CNCCC(CC1)N2